OC=1C=C(C=CC1OC)C1=CC=C(S1)C(=O)NC(C)C 5-(3-hydroxy-4-methoxyphenyl)-N-isopropylthiophene-2-carboxamide